C[C@]1(CCC[C@@]2([C@H]3CCC(=CC3=CC[C@@H]12)C(C)C)C)C(=O)[O-] (1R,4aR,4bR,10aR)-1,4a-dimethyl-7-(propan-2-yl)1,2,3,4,4a,4b,5,6,10,10a-decahydrophenanthrene-1-carboxylate